tert-butyl (3S)-4-[7-(3-chlorophenyl)-5-iodo-7H-pyrrolo[2,3-d]pyrimidin-4-yl]-3-methylpiperazine-1-carboxylate ClC=1C=C(C=CC1)N1C=C(C2=C1N=CN=C2N2[C@H](CN(CC2)C(=O)OC(C)(C)C)C)I